FC1(CCC2=C1N=C(N=C2N2C[C@@H]1C([C@@H]1C2)CC(=O)N2CCNCC2)N2[C@H](CC2)C)F 2-((1R,5S,6R)-3-(7,7-difluoro-2-((S)-2-methylazetidin-1-yl)-6,7-dihydro-5H-cyclopenta[d]pyrimidin-4-yl)-3-azabicyclo[3.1.0]hex-6-yl)-1-(piperazin-1-yl)ethan-1-one